S(=O)(=O)(O)[O-].C(CCC)N1C(=[NH+]C=C1)C 1-butyl-2-methylimidazolium hydrogensulfate